C1(CCCCC1)C[C@H](C(=O)N1CC(C(CC1)(O)CN1C=CC(=CC1=O)C1=CC=CC=C1)(C)C)C 1-((1-((R)-3-Cyclohexyl-2-methylpropanoyl)-4-hydroxy-3,3-dimethylpiperidin-4-yl)methyl)-6-oxo-4-phenyl-1,6-dihydropyridin